(4S)-3-tert-butoxycarbonyl-2-oxo-1,2,3-oxathiazinane-4-carboxylic acid benzyl ester C(C1=CC=CC=C1)OC(=O)[C@H]1N(S(OCC1)=O)C(=O)OC(C)(C)C